1-allyl-3-methylbenzimidazole C(C=C)N1CN(C2=C1C=CC=C2)C